4-Bromo-6,7-dichloro-1-(p-tolylsulfonyl)-3-(1-tetrahydropyran-2-ylpyrazol-4-yl)indole BrC1=C2C(=CN(C2=C(C(=C1)Cl)Cl)S(=O)(=O)C1=CC=C(C=C1)C)C=1C=NN(C1)C1OCCCC1